Br.CN(C1=CC=CC=C1)C N,N-dimethyl-aniline hydrobromide